1-di-sec-butylamino-disiloxane C(C)(CC)N([SiH2]O[SiH3])C(C)CC